tert-butyl ((2-(2-(2,6-dioxopiperidin-3-yl)-1-oxoisoindolin-4-yl)pyridin-4-yl)methyl)carbamate O=C1NC(CCC1N1C(C2=CC=CC(=C2C1)C1=NC=CC(=C1)CNC(OC(C)(C)C)=O)=O)=O